1,2-bis(diethylphosphino)-ethane C(C)P(CCP(CC)CC)CC